(S)-6-{[(1-cyclopropyl-1H-1,2,3-triazol-4-yl)(2-methyl-1-oxo-1,2-dihydroisoquinolin-5-yl)methyl]amino}-4-(neopentylamino)cinnoline-3,8-dicarbonitrile C1(CC1)N1N=NC(=C1)[C@H](C1=C2C=CN(C(C2=CC=C1)=O)C)NC=1C=C2C(=C(N=NC2=C(C1)C#N)C#N)NCC(C)(C)C